rac-Ethyl 4-(4-((1S,5R,6S)-2-azabicyclo[4.1.0]heptan-5-yl)phenyl)-7-(4-(trifluoromethyl)phenyl)-2-naphthoate [C@H]12NCC[C@H]([C@@H]2C1)C1=CC=C(C=C1)C1=CC(=CC2=CC(=CC=C12)C1=CC=C(C=C1)C(F)(F)F)C(=O)OCC |r|